Behenyl suberate C(CCCCCCC(=O)[O-])(=O)OCCCCCCCCCCCCCCCCCCCCCC